tris(2-carboxyethyl)phosphine-HCl Cl.C(=O)(O)CCP(CCC(=O)O)CCC(=O)O